OC=1C2=C(N(C(CC1C(=O)NC)=O)CC1=CC=NC=C1)C=CC=C2 5-hydroxy-N-methyl-2-oxo-1-(pyridin-4-ylmethyl)-2,3-dihydro-1H-benzo[b]azepine-4-carboxamide